The molecule is an amino trisaccharide that is 2-acetamido-2-deoxy-D-glucopyranose in which the hydroxy groups at positions 3 and 4 have been converted into the corresponding beta-D-galactopyranosyl and 4,6-dideoxy-alpha-L-xylo-pyranosyl derivatives, respectively. It is an amino trisaccharide and a member of acetamides. C[C@H]1C[C@H]([C@@H]([C@@H](O1)O[C@@H]2[C@H](OC([C@@H]([C@H]2O[C@H]3[C@@H]([C@H]([C@H]([C@H](O3)CO)O)O)O)NC(=O)C)O)CO)O)O